aminomethyl-phosphonic acid NCP(O)(O)=O